N-(5-chloro-4-(5-fluoroindolin-1-yl)pyrimidin-2-yl)-6-methoxy-2-methyl-1,2,3,4-tetrahydroisoquinolin-7-amine ClC=1C(=NC(=NC1)NC1=C(C=C2CCN(CC2=C1)C)OC)N1CCC2=CC(=CC=C12)F